C(C)(C)(C)OC(N[C@H]1[C@@H]2N(C[C@H]1CC2)C(=O)C2=CC1=C(N(C(=N1)C=1N(C3=CC=CC=C3C1)CC1CC1)CC=1C=NC=CC1)C(=C2)OC)=O ((1r,4r,7r)-2-(2-(1-(cyclopropylmethyl)-1H-indol-2-yl)-7-methoxy-1-(pyridin-3-ylmethyl)-1H-benzo[d]imidazole-5-carbonyl)-2-azabicyclo[2.2.1]hept-7-yl)carbamic acid tert-butyl ester